3-Fluoro-4-oxo-1-azaspiro[4.4]nonane-1-carboxylic acid tert-butyl ester C(C)(C)(C)OC(=O)N1CC(C(C12CCCC2)=O)F